FC=1C(=C2C=CN=CC2=CC1)CNC1CC(C1)OC=1C=NC(=NC1)C#N 5-((1r,3r)-3-(((6-fluoroisoquinolin-5-yl)methyl)amino)cyclobutoxy)pyrimidine-2-carbonitrile